3-(1-(trifluoromethyl)cyclopropyl)isoxazol-5-ylurea FC(C1(CC1)C1=NOC(=C1)NC(=O)N)(F)F